C(C(=C)C)(=O)OCCOC1=CC=C(C(=O)C2=CC=CC=C2)C=C1 4-methacryloyloxyethoxybenzophenone